C1(=CC=CC=C1)C#CC1=C(C(=C(C=C1)O)[N+](=O)[O-])[N+](=O)[O-] phenylethynyl-dinitrophenol